Cl.FC([C@@H]1CNCCC1)(F)F (3S)-3-(trifluoromethyl)piperidine hydrochloride